[Cr](=O)([O-])[O-].[Fe+2].[Zn+2].[Cr](=O)([O-])[O-] ZINC IRON CHROMITE